BrC=1C2=CN(N=C2C(=C(C1)F)C(=O)OC)C methyl 4-bromo-6-fluoro-2-methylindazole-7-carboxylate